ClC1=C(C=CC=C1Cl)N1CCN(CC1)CCC1(CCC(CC1)NS(=O)(=O)C=1C=NC=CC1)F N-(cis-4-(2-(4-(2,3-dichlorophenyl)piperazin-1-yl)ethyl)-4-fluorocyclohexyl)pyridine-3-sulfonamide